Pentamethylcyclopentadienyl-dimethyl-(1-isopropyl-6,6-diethyl-1,5,6,7-tetrahydro-s-indacenyl)hafnium CC1=C(C(=C(C1([Hf](C1(C=CC2=CC=3CC(CC3C=C12)(CC)CC)C(C)C)(C)C)C)C)C)C